C(C)OC1=C(C=C(C=C1)C1=COC2=CC(=CC=C2C1=O)O)[O-] ethoxy-5-(7-hydroxy-4-oxo-4H-chromen-3-yl)phenolate